(S)-5-isopropyl-N-(3-(1-((1-methyl-1H-pyrazolo[3,4-b]pyrazin-6-yl)amino)ethyl)phenyl)-1H-pyrazole-3-carboxamide C(C)(C)C1=CC(=NN1)C(=O)NC1=CC(=CC=C1)[C@H](C)NC1=CN=C2C(=N1)N(N=C2)C